(R)-5-bromo-3-(1-(2,6-dichloro-3-fluorophenyl)ethoxy)pyridine-2-amine BrC=1C=C(C(=NC1)N)O[C@H](C)C1=C(C(=CC=C1Cl)F)Cl